γ-ureidopropyltriAminosilane N(C(=O)N)CCC[Si](N)(N)N